COCOC=1C2=C(C=NC1C(=O)OCC)CCO2 Ethyl 7-(methoxymethoxy)-2,3-dihydrofuro[3,2-c]pyridine-6-carboxylate